2,2-dimethylolbutyric acid potassium [K].C(O)C(C(=O)O)(CC)CO